2-(2-(5-Chloro-2-((tetrahydro-2H-pyran-4-yl)amino)pyrimidin-4-yl)-8-oxo-5,6-dihydroimidazo[1,2-a]pyrazin-7(8H)-yl)propanoic acid ClC=1C(=NC(=NC1)NC1CCOCC1)C=1N=C2N(CCN(C2=O)C(C(=O)O)C)C1